[Ir+3].FC1=CC=C(C(=C1)F)C1=NC=CC=C1 (2-(4,6-difluorophenyl)pyridine) iridium (III)